ClC1=CNC2=C(C=CC(=C12)Cl)NS(=O)(=O)C1=CC=C(C=C1)S(=O)(=O)N1CCC(CC1)C1=CC(=NC=C1)C(F)F N-(3,4-dichloro-1H-indol-7-yl)-4-((4-(2-(difluoromethyl)pyridin-4-yl)piperidin-1-yl)sulfonyl)benzenesulfonamide